N-(4-cyclohexylphenyl)-N-methyl-2-[(1-methyl-1H-tetrazol-5-yl)sulfanyl]-5-nitrobenzamide C1(CCCCC1)C1=CC=C(C=C1)N(C(C1=C(C=CC(=C1)[N+](=O)[O-])SC1=NN=NN1C)=O)C